COC(=O)C1=CC=C(C=2OCOC21)Br 7-Bromo-benzo[d][1,3]dioxole-4-carboxylic acid methyl ester